(2S,3R,4R,5S)-4-[[3-(2-ethoxy-3,4-difluoro-phenyl)-4,5-dimethyl-5-(trifluoromethyl)tetrahydrofuran-2-carbonyl]amino]pyridine-2-carboxamide C(C)OC1=C(C=CC(=C1F)F)[C@@H]1[C@H](O[C@@]([C@@H]1C)(C(F)(F)F)C)C(=O)NC1=CC(=NC=C1)C(=O)N